platinum-titanium-gold [Au].[Ti].[Pt]